C(C1=CC=CC=C1)O[C@@H]1[C@H](N(C[C@@H]([C@H]1OCC1=CC=CC=C1)OCC1=CC=CC=C1)C[C@@H]1CN(CC1)C=1C=NC=CC1)C 3-((R)-3-(((2R,3R,4R,5S)-3,4,5-tris(benzyloxy)-2-methylpiperidin-1-yl)methyl)pyrrolidin-1-yl)pyridine